C(C#CC)(=O)N1[C@H](CC1)COC=1C=NC=CC1C1=C(C=2C(NCCC2N1)=O)NC1=C(C(=CC=C1)F)OCC 2-(3-{[(2R)-1-(but-2-ynoyl)azetidin-2-yl]methoxy}pyridin-4-yl)-3-[(2-ethoxy-3-fluorophenyl)amino]-1H,5H,6H,7H-pyrrolo[3,2-c]pyridin-4-one